17Beta-estradiol C[C@@]12CC[C@@H]3C4C=CC(O)=CC=4CC[C@H]3[C@@H]2CC[C@@H]1O